FC(C(F)(F)F)(C(F)(F)F)N(C(C(F)(F)F)(C(F)(F)F)F)C(C(F)(F)F)(C(F)(F)F)F perfluorotriisopropyl-amine